FC=1C(=C(C=CC1F)[C@@H]1[C@H](O[C@]([C@H]1C)(C(F)(F)F)C)C(=O)NC1=CC(=NC=C1)C(=O)N)C 4-((2S,3R,4S,5R)-3-(3,4-difluoro-2-methylphenyl)-4,5-dimethyl-5-(trifluoromethyl)tetrahydrofuran-2-carboxamido)picolinamide